(R)-1-(4-benzyl-2-oxooxazolidin-3-yl)-6-(3-bromo-5-fluorophenyl)hexane-1,6-dione C(C1=CC=CC=C1)[C@H]1N(C(OC1)=O)C(CCCCC(=O)C1=CC(=CC(=C1)F)Br)=O